O1C(=CC(=O)C2=CC=CC=C12)C1=CC=CC=C1.O1C(CC(=O)C2=CC=CC=C12)C1=CC=CC=C1 flavanone compound with flavone